(R)-3-((2S,3S,E)-2-allyl-3-hydroxy-5-phenylpent-4-enoyl)-4-benzyl-oxazolidin-2-one C(C=C)[C@H](C(=O)N1C(OC[C@H]1CC1=CC=CC=C1)=O)[C@H](\C=C\C1=CC=CC=C1)O